N-vinyl-glutarimide C(=C)N1C(CCCC1=O)=O